8-(4-(3-(1H-tetrazol-5-yl)propoxy)-2-chlorophenyl)-9-(3-chlorobenzyl)-6-(1-methylcyclopropoxy)-9H-purine N1N=NN=C1CCCOC1=CC(=C(C=C1)C=1N(C2=NC=NC(=C2N1)OC1(CC1)C)CC1=CC(=CC=C1)Cl)Cl